FC(C(=O)O)(F)F.COC1=CC=2C3=C(C(=NC2C=C1OCCCN1CCCC1)NC(C)C)CCC3 8-methoxy-N-(propan-2-yl)-7-[3-(pyrrolidin-1-yl)propoxy]-1H,2H,3H-cyclopenta[c]quinolin-4-amine trifluoroacetate